NC1=CC2=C(N=C(N=C2)C)N1C=1C(=NC=CC1C)C 6-amino-7-(2,4-dimethylpyridin-3-yl)-2-methyl-7H-pyrrolo[2,3-d]pyrimidine